C(C1=CC=NC=C1)(=O)NNC(CNC(OC(C)(C)C)=O)=O tert-butyl (2-(2-isonicotinoylhydrazineyl)-2-oxoethyl)carbamate